N[C@@H]1CN(CC[C@H]1O)C1=NC2=C(N1CC1=NC=C(C#N)C=C1)C=CC=C2 6-((2-((3R,4R)-3-Amino-4-hydroxypiperidin-1-yl)-1H-benzo[d]imidazol-1-yl)methyl)nicotinonitril